NC1=NC=2C=C(C=CC2C=2C1=CN(N2)CC(C(=O)OC)C)C2=CC=NN2C2OCCCC2 methyl 3-(4-amino-7-(1-(tetrahydro-2H-pyran-2-yl)-1H-pyrazol-5-yl)-2H-pyrazolo[4,3-c]quinolin-2-yl)-2-methylpropionate